[Se].[Zn].[Cd] Cadmium-zinc-selenium